5-(3-iodopropyl)bicyclo[2.2.1]hept-2-ene ICCCC1C2C=CC(C1)C2